C(=CC)C(C[SiH](OC)OC)C 2-propenyl-dimethoxy-n-propylsilane